FC=1C=C(C=C2C(C(NC12)=O)(C)C)C(C(CC(=O)O)C)=O 4-(7-fluoro-3,3-dimethyl-2-oxoindolin-5-yl)-3-methyl-4-oxobutanoic acid